disodium 4,5-dimethylcyclohexane-1,2-dicarboxylate CC1CC(C(CC1C)C(=O)[O-])C(=O)[O-].[Na+].[Na+]